COC1C=CC(O)=CC=1 P-hydroxyanisole